ClC1=C(C(=CC=C1Cl)O)C1CN(C(O1)=O)CCO 5-(2,3-dichloro-6-hydroxyphenyl)-3-(2-hydroxyethyl)oxazolidin-2-one